COCC1=C(C=CC=C1)C 1-(METHOXYMETHYL)-2-METHYL-BENZOL